N1C[C@@H](CCC1)N(C(C1=CC=C(C=C1)NC=1C=NC=CC1)=O)C1=NC2=CC=CC=C2C=C1 (R)-N-(piperidin-3-yl)-4-(pyridin-3-ylamino)-N-(quinolin-2-yl)benzamide